(2S,3S)-2-amino-2,3-dimethylpentanoic acid N[C@](C(=O)O)([C@H](CC)C)C